C[N+](CCCS(=O)(=O)O)(CCCNC(CCCCCCCCCCCCCCCCC)=O)C N,N-dimethyl-N-stearamidopropyl-N-(3-sulfopropyl)-ammonium